tert-Butyl-(2R,4S,5R)-4-methoxy-5-methyl-2-phenyl-piperidine C(C)(C)(C)N1[C@H](C[C@@H]([C@@H](C1)C)OC)C1=CC=CC=C1